acetoxymethyl-boronic acid C(C)(=O)OCB(O)O